IC=1C=CC2=C(C(=NO2)CC(=O)O)C1 2-(5-iodobenzo[d]isoxazol-3-yl)acetic acid